O(C(=S)[S-])CC=CF fluoroallyl xanthate